1-(4-(4-((1,3-dimethyl-1H-pyrazol-4-yl)amino)pyrimidin-2-yl)phenyl)imidazolidin-2-one CN1N=C(C(=C1)NC1=NC(=NC=C1)C1=CC=C(C=C1)N1C(NCC1)=O)C